N-(5-{1-[4-(trifluoromethyl)phenyl]-1H-pyrazol-4-yl}-1H-indol-3-yl)-1,2-oxazole-3-carboxamide FC(C1=CC=C(C=C1)N1N=CC(=C1)C=1C=C2C(=CNC2=CC1)NC(=O)C1=NOC=C1)(F)F